CC1CN(CC(N1S(=O)(=O)C)C)C1=CC=C(N)C=C1 4-(3,5-Dimethyl-4-(methylsulfonyl)piperazin-1-yl)aniline